FC1=C(C=C(C=C1)CC1=NNC(C2=CC=CC=C12)=O)C1=CC2=C(NC(=N2)NC(OCC(F)(F)F)=O)C=C1 2,2,2-Trifluoroethyl (5-(2-fluoro-5-((4-oxo-3,4-dihydrophthalazin-1-yl)methyl) phenyl)-1H-benzoimidazol-2-yl)carbamate